4-(3-(allyloxymethyl)-phenyl)-2-chloropyrimidine C(C=C)OCC=1C=C(C=CC1)C1=NC(=NC=C1)Cl